N-(5-cyclopropyl-1H-pyrazol-3-yl)-2-[1-(4-methyl-1,3-thiazol-2-yl)-1H-pyrazol-4-yl]acetamide C1(CC1)C1=CC(=NN1)NC(CC=1C=NN(C1)C=1SC=C(N1)C)=O